COC(C1=C(N=CC(=C1)[N+](=O)[O-])C1=CCC(CC1)(F)F)=O 2-(4,4-Difluorocyclohex-1-en-1-yl)-5-nitronicotinic acid methyl ester